NCCC1=CC=C(C=O)C=C1 4-(2-aminoethyl)benzaldehyde